tert-Butyl 5-(6-cyano-1H-pyrazolo[4,3-b]pyridin-5-yl)-6-fluoro-3,4-dihydroisoquinoline-2(1H)-carboxylate C(#N)C=1C=C2C(=NC1C1=C3CCN(CC3=CC=C1F)C(=O)OC(C)(C)C)C=NN2